C(CCCCCCC(CC)N)N decane-1,8-diamine